BrC1=C2C(N(C(C2=CC=C1CN1CCC(CC1)NC(=O)C1=NNC=C1NC(C1=C(C=CC=C1Cl)Cl)=O)=O)C1C(NC(CC1)=O)=O)=O N-(1-((4-bromo-2-(2,6-dioxopiperidin-3-yl)-1,3-dioxoisoindolin-5-yl)methyl)piperidin-4-yl)-4-(2,6-dichlorobenzamido)-1H-pyrazole-3-carboxamide